CN(C1=CC=C(\C=C/2\C(N(C(C2)=O)C(CCCCCC[NH-])O)=O)C=C1)C (E)-7-(3-(4-dimethylaminobenzylidene)-2,5-diketopyrrolidinyl)-N-hydroxyheptylamide